C(CCCCCCCCCCC)N1CN=CN=C1 3-lauryl-sym-triazine